(3-fluoroazetidine-3-yl)methyl 4-((3-isopropyl-5-methylpyrazolo[1,5-a]pyrimidin-7-yl)amino)piperidine-1-carboxylate C(C)(C)C=1C=NN2C1N=C(C=C2NC2CCN(CC2)C(=O)OCC2(CNC2)F)C